C1(CCCCC1)CN1C[C@@H]2C([C@@H]2C1)NCC=1N=NC(=CC1)C=1C(=NN(C1)C)C (1r,5s,6s)-3-(cyclohexylmethyl)-N-((6-(1,3-dimethylpyrazol-4-yl)pyridazin-3-yl)methyl)-3-azabicyclo[3.1.0]hexane-6-amine